BrC1=CC(=CC(=C1)CCCCCCCC)Br 1,3-Dibromo-5-octylbenzene